1-(5-(6-amino-3-chloro-5-(4,4,5,5-tetramethyl-1,3,2-dioxaborolan-2-yl)isoquinolin-7-yl)-4-methylpyridin-2-yl)propan-1-one NC=1C(=C2C=C(N=CC2=CC1C=1C(=CC(=NC1)C(CC)=O)C)Cl)B1OC(C(O1)(C)C)(C)C